Gold(V) fluorid [Au](F)(F)(F)(F)F